1,4-diisocyanato-xylene N(=C=O)C1(C(C=C(C=C1)N=C=O)C)C